6-(1,1-difluoroethyl)-N-[2-[4-(hydroxymethyl)cyclohexyl]-6-(1-hydroxy-1-methyl-ethyl)indazol-5-yl]pyridine-2-carboxamide FC(C)(F)C1=CC=CC(=N1)C(=O)NC1=CC2=CN(N=C2C=C1C(C)(C)O)C1CCC(CC1)CO